C(C)C1=NC(=NO1)C=1C=C2CC[C@H](C2=CC1)NC(OC)=O methyl (R)-(5-(5-ethyl-1,2,4-oxadiazol-3-yl)-2,3-dihydro-1H-inden-1-yl)carbamate